5-(4-((5-Chloropyridin-2-yl)oxy)-3-fluorophenyl)-6-iodo-7-methyl-7H-pyrrolo[2,3-d]pyrimidin-4-amine ClC=1C=CC(=NC1)OC1=C(C=C(C=C1)C1=C(N(C=2N=CN=C(C21)N)C)I)F